CC=1C(=C(C=CC1)[N+]#N)I methyl-2-iodophenyl-diazonium